N-(tetrahydrofuran-3-yl)acetamide O1CC(CC1)NC(C)=O